(2-(2H-1,2,3-triazol-2-yl)phenyl)((1S,4R,6R)-6-((5-bromopyridin-2-yl)oxy)-2-azabicyclo[2.2.1]hept-2-yl)methanone dimethyl-2,2'-azobis(isobutyrate) COC(C(C)(C)N=NC(C(=O)OC)(C)C)=O.N=1N(N=CC1)C1=C(C=CC=C1)C(=O)N1[C@@H]2[C@@H](C[C@H](C1)C2)OC2=NC=C(C=C2)Br